FC(C(=O)O)(F)F.FC(C(=O)O)(F)F.FC=1C(=C(NC)C=C(C1)C=1CCNCC1)C1=NN=C(N1C)C1=CC=C(C=C1)C=1CCNCC1 3-fluoro-N-methyl-2-(4-methyl-5-(4-(1,2,3,6-tetrahydropyridin-4-yl)phenyl)-4H-1,2,4-triazol-3-yl)-5-(1,2,3,6-tetrahydropyridin-4-yl)aniline bistrifluoroacetic acid salt